C(CCCCCCC\C=C/C\C=C/CCCCC)(=O)OCCN(C(C=CC(NCCNCCN(C)C)=O)=O)CCOC(CCCCCCC\C=C/C\C=C/CCCCC)=O 13-(2-{[(10Z,12Z)-1-oxooctadeca-9,12-dienyl] oxy} ethyl)-2-methyl-9,12-dioxo-2,5,8,13-tetrazapentadec-10-en-15-yl (10Z,12Z)-octadeca-9,12-dienoate